2,3-difluoro-4-aminoazobenzene FC1=C(C=CC(=C1F)N)N=NC1=CC=CC=C1